N,4-dimethyl-5-[4-[(2S)-2-[[8-(trifluoromethyl)quinazolin-4-yl]amino]propyl]piperazin-1-yl]sulfonyl-1,3-thiazol-2-amine CNC=1SC(=C(N1)C)S(=O)(=O)N1CCN(CC1)C[C@H](C)NC1=NC=NC2=C(C=CC=C12)C(F)(F)F